C1(CC=CCC1)C(=O)O cyclohex-3-en-1-carboxylic acid